[Pd](Cl)(Cl)Cl.C1(=CC=CC=C1)P(C1=CC=CC=C1)C1=CC=CC=C1.C1(=CC=CC=C1)P(C1=CC=CC=C1)C1=CC=CC=C1 bis(triphenylphosphine) palladium trichloride